F[C@@H]1C[C@H](NC1)C(=O)NC1=NN(C=C1)CC(F)(F)F (2S,4R)-4-fluoro-N-(1-(2,2,2-trifluoroethyl)-1H-pyrazol-3-yl)pyrrolidine-2-carboxamide